(2S,6R)-benzyl 4-(2-fluoro-3-(3-(pyridin-3-yl)ureido)benzyl)-2,6-dimethylpiperazine-1-carboxylate FC1=C(CN2C[C@@H](N([C@@H](C2)C)C(=O)OCC2=CC=CC=C2)C)C=CC=C1NC(=O)NC=1C=NC=CC1